C1(CCCCC1)COC1=C(C=CC=C1)C1(CCCC1)C(=O)N[C@@H](C)C1=CC=C(C(=O)O)C=C1 4-[(1S)-1-[[1-[2-(Cyclohexylmethoxy)phenyl]cyclopentanecarbonyl]amino]ethyl]benzoic acid